COC(=O)C1N(CC2=CC=CC=C12)C(=O)C1(CC1)C1=CC=C(C=C1)OC(F)(F)F 2-[1-[4-(Trifluoromethoxy)phenyl]cyclopropanecarbonyl]isoindoline-1-carboxylic acid methyl ester